tosyl-methyl isocyanide S(=O)(=O)(C1=CC=C(C)C=C1)C[N+]#[C-]